tert-butyl 6-[(1R)-1-[4-methyl-5-(trifluoromethyl)-2-pyridyl]ethyl]-2-azaspiro[3.3]heptane-2-carboxylate CC1=CC(=NC=C1C(F)(F)F)[C@H](C)C1CC2(CN(C2)C(=O)OC(C)(C)C)C1